N1CC(C1)N1N=C(N=N1)C1=NC(=CC=C1NC(C)C=1C=C(C=C2C(N(C=3N(C12)C=NC3C(=O)N(C)C)C)=O)C)Cl 9-(1-((2-(2-(azetidin-3-yl)-2H-tetrazol-5-yl)-6-chloropyridin-3-yl)amino)ethyl)-N,N,4,7-tetramethyl-5-oxo-4,5-dihydroimidazo[1,5-a]quinazoline-3-carboxamide